tri-xylyl phosphate P(=O)(OC1=C(C(=CC=C1)C)C)(OC1=C(C(=CC=C1)C)C)OC1=C(C(=CC=C1)C)C